tert-butyl (39-(2-amino-8-(dimethylcarbamoyl)-3H-benzo[b]azepine-4-carbonyl)-34-oxo-3,6,9,12,15,18,21,24,27,30,38-undecaoxa-33,35,39-triazadotetracontyl)carbamate NC=1CC(=CC2=C(N1)C=C(C=C2)C(N(C)C)=O)C(=O)N(OCCNC(NCCOCCOCCOCCOCCOCCOCCOCCOCCOCCOCCNC(OC(C)(C)C)=O)=O)CCC